(S)-4-(3-(1-(3-(difluoromethyl)-1-(2,2-dimethylpiperidin-4-yl)-1H-pyrazol-4-yl)-1,2,3-triazol-4-yl)pyrazolo[1,5-a]pyrimidin-5-yl)morpholine FC(C1=NN(C=C1N1N=NC(=C1)C=1C=NN2C1N=C(C=C2)N2CCOCC2)[C@@H]2CC(NCC2)(C)C)F